CO[C@@H]1[C@H](CNC1)NC(=O)NCCCCCCCCCCC 1-((3S,4S)-4-methoxypyrrolidin-3-yl)-3-undecylurea